tartaric acid, dihydrate O.O.C(C(O)C(O)C(=O)O)(=O)O